N-(2-(4,4-difluorocyclohexyl)-6-methylpyrimidin-4-yl)-2-(4,4-dimethyl-1,4-azasilinan-1-yl)-4-((2-hydroxyethyl)sulfonamido)benzamide FC1(CCC(CC1)C1=NC(=CC(=N1)NC(C1=C(C=C(C=C1)NS(=O)(=O)CCO)N1CC[Si](CC1)(C)C)=O)C)F